OC1=C(C=CC(=C1)C(F)(F)F)C1=C2C(=C(N=N1)NC1CCCCC1)C=NC=C2 (1S,2R,3S)-3-((1-(2-hydroxy-4-(trifluoromethyl)phenyl)pyrido[3,4-d]pyridazin-4-yl)amino)cyclohexan